N-(3-(5-(2-((4-(1H-tetrazol-5-yl)butyl)amino)pyrimidin-4-yl)-2-(tert-butyl)thiazol-4-yl)-2-fluorophenyl)-2,6-difluorobenzenesulfonamide N1N=NN=C1CCCCNC1=NC=CC(=N1)C1=C(N=C(S1)C(C)(C)C)C=1C(=C(C=CC1)NS(=O)(=O)C1=C(C=CC=C1F)F)F